2,4-diaminopyrimidin NC1=NC=CC(=N1)N